C(C)(=O)C1=CC=C(N=N1)OC1=CC=C(C=C1)C1(CCOCC1)C1=CC=C(C=C1)N1CC(C1)C(=O)O 1-(4-(4-(4-((6-acetylpyridazin-3-yl)oxy)phenyl)tetrahydro-2H-pyran-4-yl)phenyl)azetidine-3-carboxylic acid